O=C1N(CCC12CCN(CC2)C(=O)OC(C)(C)C)C2=NC=CC(=N2)C(F)(F)F tert-butyl 1-oxo-2-(4-(trifluoromethyl)pyrimidin-2-yl)-2,8-diazaspiro[4.5]decane-8-carboxylate